C(C)(C)(C)C1=CC=C(C=C1)C(=C)C1=C(N)C(=CC(=C1)C)C(=C)C1=CC=C(C=C1)C(C)(C)C 2,6-bis(1-(4-tert-butylphenyl)vinyl)-4-methylaniline